(S)-3-Chloro-5-fluoro-2-(1-(pyrazolo[1,5-a]pyrimidine-3-carboxamido)ethyl)benzofuran-7-carboxylic acid ClC1=C(OC2=C1C=C(C=C2C(=O)O)F)[C@H](C)NC(=O)C=2C=NN1C2N=CC=C1